(3R,4R)-3-hydroxy-4-methylpiperidine-1-carboxylic acid tert-butyl ester C(C)(C)(C)OC(=O)N1C[C@@H]([C@@H](CC1)C)O